ClC1=C(OC2=C(C=C(C=C2)NC(CC2=CC=C(C=C2)C(F)(F)F)=O)S(N)(=O)=O)C=CC=C1 N-[4-(2-chlorophenoxy)-3-sulfamoylphenyl]-2-[4-(trifluoromethyl)phenyl]acetamide